6-(3-bromo-5-methylbenzoyl)-5-isopropyl-pyrimidine-2,4(1H,3H)-dione BrC=1C=C(C(=O)C2=C(C(NC(N2)=O)=O)C(C)C)C=C(C1)C